C(#N)C=1C=NN2C1C(=CC(=C2)C=2C=NN(C2)C)C2=NN(C(=C2)C(=O)OC)CC2=CC=C(C=C2)OC methyl 3-(3-cyano-6-(1-methyl-1H-pyrazol-4-yl) pyrazolo[1,5-a]pyridin-4-yl)-1-(4-methoxybenzyl)-1H-pyrazole-5-carboxylate